ClC1=CN=CC(=N1)C=1C=C(C=2N(C1)N=C(N2)N2C(=CC=C2C)C)F 6-(6-chloropyrazin-2-yl)-2-(2,5-dimethyl-1H-pyrrol-1-yl)-8-fluoro-[1,2,4]triazolo[1,5-a]pyridine